Methyl 2-(1-(cyclopropylmethyl)-7-(piperidin-4-yl)-1H-pyrrolo[2,3-c]pyridin-2-yl)-4-methoxy-3-methylpyrazolo[1,5-a]pyridine-6-carboxylate C1(CC1)CN1C(=CC=2C1=C(N=CC2)C2CCNCC2)C2=NN1C(C(=CC(=C1)C(=O)OC)OC)=C2C